C1(CC1)[C@@]1(NC(NC1=O)=O)CNC(=O)C=1C(=CC(=CC1)C)C1=CC=C(C=C1)C N-{[(4R)-4-cyclopropyl-2,5-dioxoimidazolidin-4-yl]methyl}-4',5-dimethyl[biphenyl]-2-carboxamide